C1(CC1)N1C=C2C(=NN(C(C2=CC1=O)=O)C)N[C@H](C)C1=CC2=CC=CC=C2C=C1 (R)-6-cyclopropyl-2-methyl-4-((1-(naphthalen-2-yl)ethyl)amino)-2,6-dihydropyrido[3,4-d]pyridazin-1,7-dione